CC1=NC=C2N1CCCC2 3-methyl-5,6,7,8-tetrahydroimidazo[1,5-a]pyridin